C(C)(C)(C)C1=CC=C(C=C1)N1C2=CC=C(C=C2C=2C=C(C=CC12)[Si](C1=CC=CC=C1)(C1=CC=CC=C1)C1=CC=CC=C1)[Si](C1=CC=CC=C1)(C1=CC=CC=C1)C1=CC=CC=C1 9-(4-tert-butylphenyl)-3,6-bis(triphenylsilyl)carbazole